C(#N)C1=C(C=CC=C1)N[C@H](C)C1=C2N=C(C(=NC2=CC(=C1)C)C#N)N1CCOCC1 (R)-5-(1-((2-cyanophenyl)amino)ethyl)-7-methyl-3-morpholinoquinoxaline-2-carbonitrile